COC=1C=C(C=CC1)C=1SC2=C(N1)C=CC=C2 2-(3-methoxyphenyl)benzothiazole